CC1(C2=CC=CC=C2C=2C1=CC=1NC3=CC=CC=C3C1C2)C 5,7-Dihydro-7,7-dimethylindeno[2,1-b]carbazol